(R)-N-(5-((3-((2,6-dimethylpyridin-4-yl)oxy)pyrrolidin-1-yl)methyl)-4-fluorothiazol-2-yl)acetamide CC1=NC(=CC(=C1)O[C@H]1CN(CC1)CC1=C(N=C(S1)NC(C)=O)F)C